chromium oxide iridium [Ir+3].[O-2].[Cr+3].[O-2].[O-2]